ClC=1C=CC2=C([C@H](C[C@H](O2)C(=O)NC23COC(CC2)(CC3)C=3OC(=NN3)[C@@H]3C[C@@H](C3)OC(F)(F)F)O)C1 (2S,4S)-6-chloro-4-hydroxy-N-(1-{5-[cis-3-(trifluoromethoxy)cyclobutyl]-1,3,4-oxadiazol-2-yl}-2-oxabicyclo[2.2.2]oct-4-yl)-3,4-dihydro-2H-1-benzopyran-2-carboxamide